2-acetyl-4,5,8-trimethoxynaphthalen-1-yl-3-((tert-butoxycarbonyl) amino)-5-fluorobenzoate C(C)(=O)C1=C(C2=C(C=CC(=C2C(=C1)OC)OC)OC)OC(C1=CC(=CC(=C1)F)NC(=O)OC(C)(C)C)=O